5-[4-[3-[tert-butyl(dimethyl)silyl]oxypropyl]-1-piperidyl]pyridin-2-amine [Si](C)(C)(C(C)(C)C)OCCCC1CCN(CC1)C=1C=CC(=NC1)N